C(C1=CC=CC=C1)OC1=C(C(=NC=C1Br)C(=O)O)OC 4-(benzyloxy)-5-bromo-3-methoxypicolinic acid